3-(4-(2-aminoethylamino)phenyl)-8-(4-fluorophenyl)-6-methylpyrimido[5,4-e][1,2,4]triazin NCCNC1=CC=C(C=C1)C=1N=NC2=C(N1)CN(CN2C2=CC=C(C=C2)F)C